N-(3-(dimethylcarbamoyl)-4-methylphenyl)-4-(1H-pyrrolo[2,3-b]pyridin-5-yl)benzo[b]thiophene-2-carboxamide CN(C(=O)C=1C=C(C=CC1C)NC(=O)C1=CC2=C(S1)C=CC=C2C=2C=C1C(=NC2)NC=C1)C